2-methyl-5-(3-methylphenyl)-N-(3-(2-oxopropyl)-1,2,4-thiadiazol-5-yl)furan-3-carboxamide CC=1OC(=CC1C(=O)NC1=NC(=NS1)CC(C)=O)C1=CC(=CC=C1)C